Ethyl N-[4-(4-amino-3-methylsulfanyl-phenoxy)-2-pyridyl]carbamate hydrochloride Cl.NC1=C(C=C(OC2=CC(=NC=C2)NC(OCC)=O)C=C1)SC